NCC1=NNC(C2=CC=C(C=C12)C=1C=NC=C(C1)C(C)C)=O 4-(aminomethyl)-6-(5-isopropylpyridin-3-yl)phthalazin-1(2H)-one